nitroso-β-naphthol iron [Fe].N(=O)C1=C(C=CC2=CC=CC=C12)O